BrC1=CN=C(S1)[C@H]1N([C@@H](CC2=C1N(C1=CC=CC=C21)C(=O)OC(C)(C)C)C)CC(C)(C)F tert-butyl (1S,3R)-1-(5-bromothiazol-2-yl)-2-(2-fluoro-2-methylpropyl)-3-methyl-1,2,3,4-tetrahydro-9H-pyrido[3,4-b]indole-9-carboxylate